FC1=CC(=C(C=C1F)C1CCN(CC1)[C@@H]1COC2(CNC2)C1)OCC1COC1 (S)-7-(4-(4,5-difluoro-2-(oxetan-3-ylmethoxy)phenyl)piperidin-1-yl)-5-oxa-2-azaspiro[3.4]octane